C(C)C1=C(C=C(C(=C1)O)F)C1=CC=C2C(=NNC2=C1)C1=NC2=C(N1)CN(C2)C(=O)OC methyl 2-(6-(2-ethyl-5-fluoro-4-hydroxyphenyl)-1H-indazol-3-yl)-4,6-dihydropyrrolo[3,4-d]imidazole-5(1H)-carboxylate